2-(benzo[d][1,3]dioxol-5-yl)-N-(4-(7-((1-ethylpiperidin-4-yl)methoxy)-6-methoxyquinazolin-4-yl)phenyl)acetamide O1COC2=C1C=CC(=C2)CC(=O)NC2=CC=C(C=C2)C2=NC=NC1=CC(=C(C=C21)OC)OCC2CCN(CC2)CC